6,7-dichloro-3,3-dimethyl-1,3,4,9-tetrahydro-[1,2]thiazino[4,3-g]indole 2,2-dioxide ClC=1C=2C(=CNC2C2=C(C1)CC(S(N2)(=O)=O)(C)C)Cl